C(C)(C)(C)OC(=O)N1C2(CC2)CCC1O 5-hydroxy-4-azaspiro[2.4]heptane-4-carboxylic acid tert-butyl ester